vinylpyrrolidone N,N-dimethylaminoethyl-methacrylate diethyl-sulfate C(C)OS(=O)(=O)OCC.CN(C)CCOC(C(=C)C)=O.C(=C)N1C(CCC1)=O